FC(C1=C(C=C2CCCN(C2=C1)C1=CC=C2[C@@H](C(N(C2=C1)C)=O)C)C=1C=NN(C1)C)F (S)-6-[7-(difluoromethyl)-6-(1-methylpyrazol-4-yl)-3,4-dihydro-2H-quinolin-1-yl]-1,3-dimethyl-indolin-2-one